ClC=1C=C(C=CC1)C1(CC1)C=1NC(C=2CN(CCCC2N1)C(C(C1=CC=C(C=C1)OC1=CC=CC=C1)O)=O)=O 2-(1-(3-chlorophenyl)cyclopropyl)-6-(2-hydroxy-2-(4-phenoxyphenyl)acetyl)-3,5,6,7,8,9-hexahydro-4H-pyrimido[5,4-c]azepin-4-one